FC12CC(C1)(C2)CNCC2=CC1=NC=C(C=C1N2)CNC(=O)C=2N=C1N(C(C2)=O)C=CC=C1 N-[(2-{[({3-fluorobicyclo[1.1.1]pentan-1-yl}methyl)amino]methyl}-1H-pyrrolo[3,2-b]pyridin-6-yl)methyl]-4-oxo-4H-pyrido[1,2-a]pyrimidine-2-carboxamide